C(C1=CC=CC=C1)N(C1=C(C2=C(C=C1)[C@@H](OC[C@]21CC=2N=C(N=C(C2CO1)N1CCOCCC1)S(=O)(=O)C)C)C#N)CC1=CC=CC=C1 |r| (1SR,4SR)-6-(dibenzylamino)-1-methyl-2'-(methylsulfonyl)-4'-(1,4-oxazepan-4-yl)-5',8'-dihydrospiro[isochromane-4,7'-pyrano[4,3-d]pyrimidine]-5-carbonitrile